ClC1=C(C(=O)OCC([C@H](C[C@H]2C(NCC2)=O)NC(=O)[C@H]2N(C[C@H]3[C@@H]2CCC3)C(=O)C=3NC2=CC=CC(=C2C3)OC)=O)C(=CC=C1)Cl (S)-3-((1S,3aR,6aS)-2-(4-methoxy-1H-indole-2-carbonyl)octahydrocyclopenta[c]pyrrole-1-carboxamido)-2-oxo-4-((S)-2-oxopyrrolidin-3-yl)butyl 2,6-dichlorobenzoate